C(C)(C)(C)C1=C(C=CC=C1)CCC=O 3-(tert-butylphenyl)-propanal